Ethyl 10-aminodecanoate hydrochloride Cl.NCCCCCCCCCC(=O)OCC